1-methyl-2-((4-methoxybenzyl-(propargyl)amino)methyl)-5-hydroxypyridin CN1C(C=CC(=C1)O)CN(CC#C)CC1=CC=C(C=C1)OC